(R)-N-(1-(4-chlorophenyl)-2-(piperazin-1-yl)ethyl)-6-(trifluoromethoxy)pyridine-3-sulfonamide ClC1=CC=C(C=C1)[C@H](CN1CCNCC1)NS(=O)(=O)C=1C=NC(=CC1)OC(F)(F)F